C(C)C=1C(OC(C1CC)=O)=O 3,4-diethylfuran-2,5-dione